(3R,3aS,6S,6aR)-6-[(2-amino-3-bromoquinolin-7-yl)methyl]hexahydro-3aH-cyclopenta[b]furan-2,3,3a-triol NC1=NC2=CC(=CC=C2C=C1Br)C[C@@H]1CC[C@]2([C@@H]1OC([C@@H]2O)O)O